OC1=C(C=C(C=C1)C1OC2=CC(=CC(=C2C(C1)=O)O)OC)[O-] 2-hydroxy-5-(5-hydroxy-7-methoxy-4-oxo-2,3-dihydro-4H-chromen-2-yl)phenolate